(6-benzylpyridazin-3-yl)-2-((s)-4,4-difluoro-3-(6-oxo-1,6-dihydropyridin-3-yl)piperidin-1-yl)propanamide C(C1=CC=CC=C1)C1=CC=C(N=N1)C(C(=O)N)(C)N1C[C@@H](C(CC1)(F)F)C1=CNC(C=C1)=O